N,N'-bis(4-aminophenyl)-N,N'-diethyl-ethylenediamine NC1=CC=C(C=C1)N(CCN(CC)C1=CC=C(C=C1)N)CC